NCC(=O)NC1=NC=C(C=C1)F 2-amino-N-(5-fluoropyridin-2-yl)acetamide